[Cl-].[Cl-].C(CCC)C=1C=C(C(C1)[Si](C)(C)[Zr+2]C1C(=CC2=C(C=CC=C12)C1=CC=C(C=C1)C(C)(C)C)C)C 4-butyl-2-methylcyclopentadienyl-dimethylsilyl-2-methyl-4-(4'-tert-butylphenyl)indenyl-zirconium dichloride